C(C)OC1CCC(CC1)NC1=NC=C(C(=N1)NC1(CCCCC1)C)C(=O)N 2-((1r,4r)-4-ethoxycyclohexylamino)-4-(1-methylcyclohexylamino)pyrimidine-5-carboxamide